ClS(=O)(=O)CCCN(CCCCCCCC(=O)OC(CCCCCCCC)CCCCCCCC)CCCCCCCC(OC(CC)CCCCCCCC)=O Heptadecan-9-yl 8-{[3-(chlorosulfonyl)propyl][8-oxo-8-(undecan-3-yloxy)octyl]amino}octanoate